(E)-4-(difluoromethoxy)-N-(2-(3-(hydroxyamino)-3-oxoprop-1-en-1-yl)phenyl)benzamide FC(OC1=CC=C(C(=O)NC2=C(C=CC=C2)\C=C\C(=O)NO)C=C1)F